tert-butyl 2-((6-(6-cyanopyridin-3-ylamino)-3-(1-methyl-1H-pyrazol-4-yl) pyridazin-4-ylamino)methyl)morpholine-4-carboxylate C(#N)C1=CC=C(C=N1)NC1=CC(=C(N=N1)C=1C=NN(C1)C)NCC1CN(CCO1)C(=O)OC(C)(C)C